14-Methylpentadecyl isobutyrate C(C(C)C)(=O)OCCCCCCCCCCCCCC(C)C